(S)-6-(2-amino-3-cyclopropylpropyl)-2-chloro-N-(furan-2-ylmethyl)-7-methylpyrrolo[2,1-f][1,2,4]triazin-4-amine N[C@H](CC=1C=C2C(=NC(=NN2C1C)Cl)NCC=1OC=CC1)CC1CC1